C(C1=CC=CC=C1)N1C[C@@H](C(CC1)=O)C (S)-1-benzyl-3-methylpiperidine-4-one